NC1=C(C=C(N=N1)C(=O)OC)C1=CC(=CC=C1)F Methyl 6-amino-5-(3-fluorophenyl)pyridazine-3-carboxylate